2-(4-chlorobenzenesulfonyl)-1-(naphthalen-2-yl)ethan-1-one ClC1=CC=C(C=C1)S(=O)(=O)CC(=O)C1=CC2=CC=CC=C2C=C1